1-((1S)-2-fluoro-1-hydroxy-7-(methylsulfonyl)-2,3-dihydro-1H-inden-4-yl)azetidine-3-carboxamide FC1[C@H](C2=C(C=CC(=C2C1)N1CC(C1)C(=O)N)S(=O)(=O)C)O